COC[C@H]1N(CC2=CC=CC=C2C1)C(=O)C1=C(C=C2CCN(CC2=C1)C(CC1=CC=CC=C1)=O)C1=CC(=C(N1C)C)C(=O)N(C1=CC=CC=C1)C 5-[7-{[(3S)-3-(methoxymethyl)-3,4-dihydroisoquinolin-2(1H)-yl]carbonyl}-2-(phenylacetyl)-1,2,3,4-tetrahydroisoquinolin-6-yl]-N,1,2-trimethyl-N-phenyl-1H-pyrrole-3-carboxamide